C1=CC=CC=2N(C3=C(C=CC21)C=CC=C3)CCCN3CCN(CC3)CCO 4-[3-(5H-dibenzo[b,f]azepin-5-yl)propyl]-1-piperazineethanol